8-methyldecyl-tetrahydropyran CC(CCCCCCCC1OCCCC1)CC